COC(=O)C1=CNC(C(=C1)NC(=S)N)=O.FC=1C=CC2=C(NC(=N2)C2=NNC3=CC=CC(=C23)C(C(=O)N)=C)C1 3-(6-fluoro-1H-benzoimidazol-2-yl)-1H-indazol-4-yl-acrylamide methyl-6-oxo-5-thioureido-1,6-dihydropyridine-3-carboxylate